O=C1NC2=CC=C(C=C2C1)C(=O)N 2-oxo-indoline-5-carboxamide